2-(3-(4'-cyclopropyl-[1,1'-biphenyl]-3-yl)-5-(cyclopropylmethyl)-4-(3-fluoro-4-sulfamoylbenzyl)-1H-pyrazol-1-yl)thiazole-4-carboxylic acid C1(CC1)C1=CC=C(C=C1)C1=CC(=CC=C1)C1=NN(C(=C1CC1=CC(=C(C=C1)S(N)(=O)=O)F)CC1CC1)C=1SC=C(N1)C(=O)O